COC1=C(C=CC(=C1)N1CCC(CC1)N1CCN(CC1)C)NC1=NC=C(C(=N1)NC1=CC=CC=C1)C=1C=C(C=O)C=CC1 3-[2-({2-methoxy-4-[4-(4-methylpiperazin-1-yl)piperidin-1-yl]phenyl}amino)-4-(phenylamino)pyrimidin-5-yl]benzaldehyde